1-(6-Benzyl-3,3-dimethyl-2,3-dihydro-indol-1-yl)-2-((2R,5R)-2-hydroxy-methyl-5-methyl-piperazin-1-yl)-ethanone trifluoro-acetate salt FC(C(=O)O)(F)F.C(C1=CC=CC=C1)C1=CC=C2C(CN(C2=C1)C(CN1[C@@](CN[C@@H](C1)C)(O)C)=O)(C)C